5-[1-(4-fluorobenzenesulfonyl)piperidin-4-yl]-1,3-thiazol-2-amine FC1=CC=C(C=C1)S(=O)(=O)N1CCC(CC1)C1=CN=C(S1)N